BrC=1SC(=CN1)C(=O)N1CCC(CC1)N1CC(CCC1)OC(C)C (2-bromo-1,3-thiazol-5-yl)[3-isopropoxy[1,4'-bipiperidine]-1'-yl]methanone